3-chloro-2-ethoxy-5-formylbenzonitrile ClC=1C(=C(C#N)C=C(C1)C=O)OCC